C(C)OC(=O)[C@H]1NC=2C=C(C=CC2C=2C=CN=C([C@H](C/C=C/C1)NC(=O)OC(C)(C)C)C2)NC(=O)OC (E)-(9S,14S)-14-tert-Butoxycarbonylamino-5-methoxycarbonylamino-8,16-diaza-tricyclo[13.3.1.02,7]nonadeca-1(19),2(7),3,5,11,15,17-heptaene-9-carboxylic acid ethyl ester